C12(CC3CC(CC(C1)C3)C2)CN2N=CC(=C2C)C=2C(=NC(=CC2)N2CC3=C(C=CC=C3CC2)C(NC=2SC3=C(N2)C=CC=C3)=O)C(=O)O 3-(1-(Adamantan-1-ylmethyl)-5-methyl-1H-pyrazol-4-yl)-6-(8-(benzo[d]thiazol-2-ylcarbamoyl)-3,4-dihydroisoquinolin-2(1H)-yl)picolinic acid